C(C)(=O)OC1=C(C(=CC(=C1)CCCC)OC(C)=O)[C@H]1[C@@H](CC(C(=C1)C)=O)C(=C)C (1'R,2'R)-4-Butyl-5'-methyl-4'-oxo-2'-(prop-1-en-2-yl)-1',2',3',4'-tetrahydro-[1,1'-biphenyl]-2,6-diyl diacetate